(R)-4-(2-(2-(2-methyl-1-pyrrolidinyl)ethyl)-1-benzofuran-5-yl)benzonitrile C[C@H]1N(CCC1)CCC=1OC2=C(C1)C=C(C=C2)C2=CC=C(C#N)C=C2